S(N)(=O)(=O)CC1=NOC2=C1C=CC=C2 3-(Sulfamoylmethyl)-1,2-benzisoxazol